tert-butyl (2R,3S)-2-(1-(((benzyloxy)carbonyl)amino)ethyl)-3-((methylsulfonyl)oxy)pyrrolidine-1-carboxylate C(C1=CC=CC=C1)OC(=O)NC(C)[C@H]1N(CC[C@@H]1OS(=O)(=O)C)C(=O)OC(C)(C)C